COC=1C=C2C(=CC=NC2=CC1OC)OC1=CC=C(C=C1)N1C(N(CC1O)C1=CC(=CC=C1)C(F)(F)F)=O 3-{4-[(6,7-dimethoxy-4-quinolinyl)oxy]phenyl}-4-hydroxy-1-[3-(trifluoromethyl)phenyl]-2-imidazolidinone